ClC1=C(COC2=C(C=CC=C2)N2CC(C(=O)O)=CC=C2)C=C(C=C1)F N-[2-(2-chloro-5-fluorobenzyloxy)phenyl]nicotinic acid